alpha-Monochloro-Naphthalin ClC1=CC=CC2=CC=CC=C12